4-(Difluoromethoxy)-2-((4-(3-fluoro-2-((2-fluoro-4-methylbenzyl)oxy)phenyl)piperidin-1-yl)methyl)-1-methyl-1H-benzo[d]imidazole-6-carboxylic acid FC(OC1=CC(=CC=2N(C(=NC21)CN2CCC(CC2)C2=C(C(=CC=C2)F)OCC2=C(C=C(C=C2)C)F)C)C(=O)O)F